C(C1=CC=CC=C1)(=O)OC1=C(C=C(C(=O)Cl)C=C1C)C 4-(benzoyloxy)-3,5-dimethyl-benzoyl chloride